2-(4-(1-(2,6-bis(benzyloxy)pyridin-3-yl)-3-(oxetan-3-yl)-2-oxo-2,3-dihydro-1H-benzo[d]imidazol-5-yl)-5,6-dihydropyridin-1(2H)-yl)acetic acid C(C1=CC=CC=C1)OC1=NC(=CC=C1N1C(N(C2=C1C=CC(=C2)C2=CCN(CC2)CC(=O)O)C2COC2)=O)OCC2=CC=CC=C2